2,4-dichloropyrimidine-5-carbaldehyde ClC1=NC=C(C(=N1)Cl)C=O